C(CCCCCCCCCCCCCCCCCCCCCC)NCCCCN n-tricosylbutylenediamine